C(CCCC)S(=O)(=O)[O-] n-pentylsulfonate